(S)-6-chloro-2-((5-oxo-6-(2,2,2-trifluoroethyl)-5,6,7,8-tetrahydropyrido[4,3-d]pyrimidin-2-yl)amino)-2,3-dihydro-1H-indene-4-carbonitrile ClC=1C=C(C=2C[C@H](CC2C1)NC=1N=CC2=C(N1)CCN(C2=O)CC(F)(F)F)C#N